CC1=C(C=C2C(N(/C(/S2)=N/C2=CC=C(C=C2)S(=O)(=O)N)C2=CC=CC=C2)=O)C=CC=C1 4-(((2Z)-5-(2-methylbenzylidene)-4-oxo-3-phenylthiazolidin-2-ylidene)amino)benzenesulphonamide